N-methyl-N,N-di-hexadecylammonium [tetrakis(perfluorophenyl) borate] FC1=C(C(=C(C(=C1F)F)F)F)[B-](C1=C(C(=C(C(=C1F)F)F)F)F)(C1=C(C(=C(C(=C1F)F)F)F)F)C1=C(C(=C(C(=C1F)F)F)F)F.C[NH+](CCCCCCCCCCCCCCCC)CCCCCCCCCCCCCCCC